glyceryl tristearate CCCCCCCCCCCCCCCCCC(=O)OCC(COC(=O)CCCCCCCCCCCCCCCCC)OC(=O)CCCCCCCCCCCCCCCCC